1-(((4-((1H-indol-5-yl)oxy)-6-methoxyquinolin-7-yl)oxy)methyl)cyclopropylamine hydrochloride Cl.N1C=CC2=CC(=CC=C12)OC1=CC=NC2=CC(=C(C=C12)OC)OCC1(CC1)N